C(CC=C)OC=1C=2N(C=C(N1)C1=C(N=C(O1)[C@@H](C)N(C(OC(C)(C)C)=O)CC)C1CC1)C=CN2 tert-butyl (R)-(1-(5-(8-(but-3-en-1-yloxy)imidazo[1,2-a]pyrazin-6-yl)-4-cyclopropyloxazol-2-yl)ethyl)(ethyl)carbamate